7-(5-(8-(2-methoxyphenyl)-7,8-dihydro-6H-cyclopenta[4,5]imidazo[1,2-b]pyridazin-2-yl)pyrimidin-2-yl)hexahydroimidazo[1,5-a]pyrazin-3(2H)-one COC1=C(C=CC=C1)C1CCC=2N=C3N(N=C(C=C3)C=3C=NC(=NC3)N3CC4N(CC3)C(NC4)=O)C21